N[C@@]1(C([C@@H](CC1)NC=1C=2N(N=CC1C(=NC1=C(C(=CC=C1Cl)F)F)N)C=C(C2)Br)(C)C)C 4-[[(1R,3S)-3-amino-2,2,3-trimethyl-cyclopentyl]amino]-6-bromo-N'-(6-chloro-2,3-difluoro-phenyl)pyrrolo[1,2-b]pyridazine-3-carboxamidine